C[SH2](=O)C1=NC=CN=C1 (methyl)(pyrazin-2-yl)-λ6-sulfanone